N,N-dimethyl-2-(3-(4,4,5,5-tetramethyl-1,3,2-dioxaborolan-2-yl)phenoxy)ethan-1-amine CN(CCOC1=CC(=CC=C1)B1OC(C(O1)(C)C)(C)C)C